(1R,3R)-3-[(7S)-2-[(R)-[2-(difluoromethoxy)-5-fluorophenyl](hydroxy)methyl]-6-(methoxycarbonyl)-7-methyl-3H,6H,7H,8H,9H-imidazo[4,5-f]quinolin-3-yl]cyclohexane-1-carboxylic acid FC(OC1=C(C=C(C=C1)F)[C@H](C=1N(C=2C(=C3CC[C@@H](N(C3=CC2)C(=O)OC)C)N1)[C@H]1C[C@@H](CCC1)C(=O)O)O)F